N(=C=O)CC1=CC=C(C(=O)Cl)C=C1 4-isocyanatomethylbenzoic acid chloride